2,3,4-trichloro-6-nitrobenzenesulfonyl chloride ClC1=C(C(=CC(=C1Cl)Cl)[N+](=O)[O-])S(=O)(=O)Cl